4-oxopyrimidin O=C1NC=NC=C1